4-((2-cyano-4-fluorophenyl)thio)-6-(6-(piperazin-1-yl)pyridin-3-yl)pyrazolo[1,5-a]pyridine-3-carbonitrile C(#N)C1=C(C=CC(=C1)F)SC=1C=2N(C=C(C1)C=1C=NC(=CC1)N1CCNCC1)N=CC2C#N